3-bromo-2,4-dimethoxy-6-methoxypyridine BrC=1C(=NC(=CC1OC)OC)OC